5-Amino-3-[6-[2-[[5-(2,4-dichlorophenyl)-1H-pyrazol-3-yl]amino]-2-oxo-ethyl]-3-pyridyl]-1-isopropyl-pyrazole-4-carboxamide NC1=C(C(=NN1C(C)C)C=1C=NC(=CC1)CC(=O)NC1=NNC(=C1)C1=C(C=C(C=C1)Cl)Cl)C(=O)N